Tert-butyl (R)-3-hydroxymethyl-4-(3,4-dimethoxyphenyl)-butyrate OC[C@@H](CC(=O)OC(C)(C)C)CC1=CC(=C(C=C1)OC)OC